chlorodimethyl-[(trichlorosilyl)methyl]silane Cl[Si](C[Si](Cl)(Cl)Cl)(C)C